1,3-bis((1-methyl-2,6,7-trioxabicyclo[2.2.2]octan-4-yl)methoxy)propan-2-ol CC12OCC(CO1)(CO2)COCC(COCC21COC(OC2)(OC1)C)O